4-Benzyl-8-[3-(trifluoromethyl)-7,8-dihydro-5H-1,6-naphthyridin-6-yl]-2,3-dihydropyrido[3,2-f][1,4]oxazepin-5-one C(C1=CC=CC=C1)N1CCOC2=C(C1=O)C=CC(=N2)N2CC=1C=C(C=NC1CC2)C(F)(F)F